1-(4,4,4-Trifluorobutyl)-1H-1,2,3-triazole-4-carboxylic acid FC(CCCN1N=NC(=C1)C(=O)O)(F)F